2,2-bis(2-aminoethoxy)propane NCCOC(C)(C)OCCN